FC=1C(=C(C=CC1)NC1=C(NC2=C1C(NCC2)=O)C2=C(C=NC=C2)OC[C@H]2NCCC2)OC 3-[(3-fluoro-2-methoxyphenyl)amino]-2-{3-[(2S)-pyrrolidin-2-ylmethoxy]pyridin-4-yl}-1H,5H,6H,7H-pyrrolo[3,2-c]pyridin-4-one